(E)-2-cyano-3,3-dimethoxyprop-1-en-1-ol sodium [Na].C(#N)\C(=C/O)\C(OC)OC